C(C)OC(=O)C1(CCN(CC1)C(=O)OC(C)(C)C)C(O)C=1N=NN(C1)CC1=CC=CC=C1 4-((1-benzyl-1H-1,2,3-triazol-4-yl)(hydroxy)methyl)piperidine-1,4-dicarboxylic acid 1-(tert-butyl) 4-ethyl ester